C(C)OC(=O)N1CC2(C1)C[C@H](CC2)OS(=O)(=O)C (6S)-6-[(methylsulfonyl)oxy]-2-azaspiro[3.4]octane-2-carboxylic acid ethyl ester